(4-propenylpiperazin-1-yl)-8-((5-methyl-1H-indazol-4-yl)oxy)-2-(1-methyl-1H-pyrazol-4-yl)quinoline-3-carbonitrile C(=CC)N1CCN(CC1)C1=C(C(=NC2=C(C=CC=C12)OC1=C2C=NNC2=CC=C1C)C=1C=NN(C1)C)C#N